ClC=1C=C(C(=NC1)C1=C(N=CS1)Cl)CO (5-Chloro-2-(4-chlorothiazol-5-yl)pyridin-3-yl)methanol